(R)-2-(3-(4-amino-3-(2-fluoro-4-phenoxyphenyl)-1H-pyrazolo[3,4-d]pyrimidin-1-yl)piperidine-1-carbonyl)-4-(4-isopropylpiperazin-1-yl)-4-methylpent-2-enenitrile NC1=C2C(=NC=N1)N(N=C2C2=C(C=C(C=C2)OC2=CC=CC=C2)F)[C@H]2CN(CCC2)C(=O)C(C#N)=CC(C)(C)N2CCN(CC2)C(C)C